3-iodoprop-2-yn IC#CC